C(=O)(OCC1=CC=CC=C1)NC(C(=O)O)CCCCCC N-Cbzaminocaprylic acid